Methyl 3-ethyl-5-formylimidazole-4-carboxylate C(C)N1C=NC(=C1C(=O)OC)C=O